ClC=1C=C(C=CC1Cl)[C@H](CCO)O (S)-1-(3,4-dichlorophenyl)propane-1,3-diol